C1(=CCCCC1)CC=1C=C(SC1)C(=O)C=1C=NC=NC1 5-{[4-(cyclohex-1-en-1-ylmethyl)-2-thienyl]carbonyl}pyrimidin